O1N=CC2=C1C=CC(=C2)CNC(O)=O.O2N=CC1=C2C=CC(=C1)OC(C(=C)C)=O 5-Benzisoxazolylmethacrylate (5-benzisoxazolyl methyl carbamate)